2-((6-bromopyridin-2-yl)(methyl)amino)ethan-1-ol BrC1=CC=CC(=N1)N(CCO)C